octyl-ethyl-dimethyl-ethyl-ammonium sulfate S(=O)(=O)([O-])[O-].C(CCCCCCC)C(C)[N+](C)(C)CC.C(CCCCCCC)C(C)[N+](CC)(C)C